C(C)OC1=NC=CC=C1C1=NC=2C(N(CC3(CCN(CC3)C3=NC=CC(=C3C(F)(F)F)OCCC)C2C=C1)C1CNCC1)=O 2-(2-ethoxypyridin-3-yl)-1'-[4-propoxy-3-(trifluoromethyl)pyridin-2-yl]-7-pyrrolidin-3-ylspiro[6H-1,7-naphthyridine-5,4'-piperidine]-8-one